2-(4-[3-(4-Hydroxyphenyl)acryloyl]phenylamino)-3-(1-piperidinyl)naphthoquinone OC1=CC=C(C=C1)C=CC(=O)C1=CC=C(C=C1)NC=1C(C2=CC=CC=C2C(C1N1CCCCC1)=O)=O